F[B-](F)(F)F.C(C)(C)(C)N1C=[N+](C=C1)C(C)(C)C 1,3-di-tert-butyl-1H-imidazol-3-ium tetrafluoroborate